(1-(5-(ethylsulfanyl)-3,6-dimethoxypyridin-2-yl)propan-2-yl)carbamic acid tert-butyl ester C(C)(C)(C)OC(NC(CC1=NC(=C(C=C1OC)SCC)OC)C)=O